1-{5-[4-(1-cyanocyclopropyl)phenyl]-1H-indol-3-yl}-3-methylurea C(#N)C1(CC1)C1=CC=C(C=C1)C=1C=C2C(=CNC2=CC1)NC(=O)NC